dimethyl-2-(2-cyanoethyl)-2-fluoromalonate COC(C(C(=O)OC)(F)CCC#N)=O